O1CCC(CC1)N1C[C@@H](CCC1)NC1=NN=C(C=2N1C=CC2)C2=C(C=C(C=C2)C(F)(F)F)O 2-(4-{[(3R)-1-(oxan-4-yl)piperidin-3-yl]amino}pyrrolo[1,2-d][1,2,4]triazin-1-yl)-5-(trifluoromethyl)phenol